O1CCN(CC1)C1=NC(=NC(=N1)N1CCOCC1)C=1C(=CC(=NC1)N)C(F)(F)F 5-(4,6-dimorpholino-1,3,5-triazin-2-yl)-4-(trifluoromethyl)pyridin-2-amine